CN1N=NC=C1C 1,5-dimethyl-triazole